C1(=C(C=CC=C1)C1C2=CC=CC=C2OC=2C=CC=CC12)C 9-(2-tolyl)xanthene